FC=1C=C(C=CC1NC(=O)C1=C(CCC1)C(=O)O)C1=CC(=CC=C1)OC([2H])([2H])[2H] 2-((3-Fluoro-3'-(methoxy-d3)-[1,1'-biphenyl]-4-yl)carbamoyl)cyclopent-1-ene-1-carboxylic acid